N-[3-(trimethoxy-silyl)-propyl]-N-butylamine CO[Si](CCCNCCCC)(OC)OC